tert-butyl 4-[[6-(8-fluoro-2-methyl-imidazo[1,2-a]pyridin-6-yl)-2-(2-methoxyvinyl)-4-methyl-pyridine-3-carbonyl]amino]piperidine-1-carboxylate FC=1C=2N(C=C(C1)C1=CC(=C(C(=N1)C=COC)C(=O)NC1CCN(CC1)C(=O)OC(C)(C)C)C)C=C(N2)C